2-(pyrimidin-5-yl)ethanol N1=CN=CC(=C1)CCO